CC1=NOC=C1C(=O)[O-] 3-methylisoxazole-4-carboxylate